9-Octadecyl 3-(3,5-di-tert-butyl-4-hydroxyphenyl)propionate C(C)(C)(C)C=1C=C(C=C(C1O)C(C)(C)C)CCC(=O)OC(CCCCCCCC)CCCCCCCCC